1-chloropropene ClC=CC